[3-[(4-fluoro-2-pyridyl)amino]-1-(2,2,2-trifluoroethyl)pyrazolo[4,3-c]pyridin-6-yl]-(1,4-oxazepan-4-yl)methanone FC1=CC(=NC=C1)NC1=NN(C2=C1C=NC(=C2)C(=O)N2CCOCCC2)CC(F)(F)F